C(C)(C)(C)OC(=O)N1C(CCC(C1)C(F)(F)F)=O oxo-5-(trifluoromethyl)piperidine-1-carboxylic acid tert-butyl ester